(1R)-8-[3-(3-amino-2-chlorophenyl)-1H-pyrazolo[3,4-b]-pyrazin-6-yl]-8-aza-spiro[4.5]decan-1-amine NC=1C(=C(C=CC1)C1=NNC2=NC(=CN=C21)N2CCC1(CCC[C@H]1N)CC2)Cl